FC=1C=CC(=NC1)OC[C@@H]1N(C2CC([C@H]1C)C2)C(=O)C2=NC(=CC=C2C2=NC=CC=N2)C (3R,4R)-3-{[(5-Fluoropyridin-2-yl)oxy]methyl}-4-methyl-2-[6-methyl-3-(pyrimidin-2-yl)pyridin-2-carbonyl]-2-azabicyclo[3.1.1]heptan